((6-(3,5-bis(Trifluoromethyl)phenyl)pyridin-3-yl)oxy)acetic acid FC(C=1C=C(C=C(C1)C(F)(F)F)C1=CC=C(C=N1)OCC(=O)O)(F)F